2-benzyl-5-chloro-4-(3-chloro-2-fluoro-6-(4-(trifluoromethyl)-1H-1,2,3-triazol-1-yl)phenyl)pyridazin-3(2H)-one C(C1=CC=CC=C1)N1N=CC(=C(C1=O)C1=C(C(=CC=C1N1N=NC(=C1)C(F)(F)F)Cl)F)Cl